COC(CNCC(=O)O)=O.NC1=CC=C(C=C1)B(O)O 4-aminophenylboronic acid methyl-iminodiacetate